Methyl 4-[3-[(3S)-5,5-dimethyl-1-(2,2,2-trifluoroacetyl)pyrrolidin-3-yl]-1-[(6-sulfamoyl-2-pyridyl)amino]propyl]benzoate CC1(C[C@@H](CN1C(C(F)(F)F)=O)CCC(NC1=NC(=CC=C1)S(N)(=O)=O)C1=CC=C(C(=O)OC)C=C1)C